C(C=C)(=O)NC1=CC=C(C=C1)C1=NN2N=CN=C(C2=C1C1=CC(=C(C=C1)NC(=O)N1CCC1)OC)N N-(4-(6-(4-acrylamidophenyl)-4-aminopyrazolo[5,1-f][1,2,4]triazin-5-yl)-2-methoxyphenyl)azetidine-1-carboxamide